Cl.NC\C=C(\CN1N=NC2=C1C=CC=C2C=2C=C(C=CC2)S(=O)(=O)N(C)C)/F (Z)-3-(1-(4-amino-2-fluoro-but-2-en-1-yl)-1H-benzo[d][1,2,3]triazol-4-yl)-N,N-dimethylbenzenesulfonamide hydrochloride